(5S,9R)-5-ethyl-9-fluoro-8,8-dimethyl-5-phenyl-5,8,9,10-tetrahydrobenzo[b][1,8]naphthyridin-6(7H)-one C(C)[C@]1(C2=C(NC=3N=CC=CC13)[C@@H](C(CC2=O)(C)C)F)C2=CC=CC=C2